BrC=1C=C(O[C@H]2C[C@H](N(C2)C(=O)OC(C)(C)C)C2=NN=NN2)C=CC1 tert-butyl (2S,4S)-4-(3-bromophenoxy)-2-(1H-tetrazol-5-yl)pyrrolidine-1-carboxylate